methyl N-[5-({4-[(2S)-2-{[3-(2,4-dimethyl-1,3-thiazol-5-yl)phenyl]formamido}propyl]piperazin-1-yl} sulfonyl)-4-methyl-1,3-thiazol-2-yl]carbamate CC=1SC(=C(N1)C)C=1C=C(C=CC1)C(=O)N[C@H](CN1CCN(CC1)S(=O)(=O)C1=C(N=C(S1)NC(OC)=O)C)C